N(=C=O)CCCCCCCCC1C(C(C1CCCCCCCC)CCCCCCCCN=C=O)CCCCCCCC 2,4-bis(8-isocyanatooctyl)-1,3-dioctyl-cyclobutane